C(C)(C)(C)C1=CC=C(C=C1)N(C1=CC(=C(C=C1)B(O)O)S)C1=CC=C(C=C1)C(C)(C)C (4-(bis(4-(tert-butyl)phenyl)amino)-2-mercaptophenyl)boronic acid